tert-butyl 7-(1-((7-methoxy-2-methyl-[1,2,4]triazolo[1,5-a]pyridin-6-yl)carbamoyl)-2,3-dihydro-1H-pyrrolo[2,3-b]pyridin-4-yl)-4,7-diazaspiro[2.5]octane-4-carboxylate COC1=CC=2N(C=C1NC(=O)N1CCC=3C1=NC=CC3N3CCN(C1(CC1)C3)C(=O)OC(C)(C)C)N=C(N2)C